C(#C)[C@@]1([C@@H](O[C@@H]([C@H]1O)CO)N1C=NC=2C(N)=NC=NC12)O 2'-ethynyl-adenosine